(S)-2-((1-(3-(bis(4-fluorophenyl)methyl)-1,2,4-oxadiazol-5-yl)ethyl)carbamoyl)-4-methoxypyridin-3-yl propionate C(CC)(=O)OC=1C(=NC=CC1OC)C(N[C@@H](C)C1=NC(=NO1)C(C1=CC=C(C=C1)F)C1=CC=C(C=C1)F)=O